ClC=1C(=NC=C(C1)F)C(NS(=O)C(C)(C)C)C1(CCC1)F N-((3-chloro-5-fluoropyridin-2-yl)(1-fluorocyclobutyl)methyl)-2-methylpropane-2-sulfinamide